4-(2-chloro-5-fluorobenzyl)-N-hydroxy-3-oxo-3,4-dihydro-2H-benzo[b][1,4]oxazine-6-carboxamide ClC1=C(CN2C3=C(OCC2=O)C=CC(=C3)C(=O)NO)C=C(C=C1)F